(1S,2S,5R)-2-(2-methoxyvinyl)-3,8-diazabicyclo[3.2.1]octane-8-carboxylic acid tert-butyl ester C(C)(C)(C)OC(=O)N1[C@@H]2[C@@H](NC[C@H]1CC2)C=COC